4-hydroxy-3-[3-[4-[[4-(trifluoromethyl)phenyl]methoxy]phenyl]-1,2,3,4-tetrahydronaphthalen-1-yl]chromen-2-one OC1=C(C(OC2=CC=CC=C12)=O)C1CC(CC2=CC=CC=C12)C1=CC=C(C=C1)OCC1=CC=C(C=C1)C(F)(F)F